N-(4-((4-chlorophenyl)amino)benzyl)-N-hydroxypivalamide ClC1=CC=C(C=C1)NC1=CC=C(CN(C(C(C)(C)C)=O)O)C=C1